C(C)C1=CN=C2N1C=C(C=N2)C=2C=CN1N=C(N=CC12)N[C@@H](C(F)(F)F)C (R)-5-(3-ethylimidazo[1,2-a]pyrimidin-6-yl)-N-(1,1,1-trifluoropropan-2-yl)pyrrolo[2,1-f][1,2,4]triazin-2-amine